C(CCCCCCCCCCC)[NH+](C)C lauryl-dimethyl-ammonium